ClC1=CC(=C2C=CNC2=C1)NC1=CC(=C(C=C1)F)OC 6-chloro-4-((4-fluoro-3-methoxyphenyl)amino)-1H-indole